(3R)-N-(cyclobutylmethyl)-1-[6-[2,2,2-trifluoro-1-[4-(5-methoxy-3-pyridyl)triazol-1-yl]ethyl]pyridazin-3-yl]piperidin-3-amine C1(CCC1)CN[C@H]1CN(CCC1)C=1N=NC(=CC1)C(C(F)(F)F)N1N=NC(=C1)C=1C=NC=C(C1)OC